triisopropyl(((8-(4,4,5,5-tetramethyl-1,3,2-dioxaborolan-2-yl)naphthalen-1-yl)ethynyl)silane) C(C)(C)[Si](C#CC1=CC=CC2=CC=CC(=C12)B1OC(C(O1)(C)C)(C)C)(C(C)C)C(C)C